Cl.FC1([C@H]2CC=3C(=NNC3C[C@]21C)C(=O)NC=2C=NN(C2)CC2CCNCC2)F (4aS,5aR)-5,5-difluoro-5a-methyl-N-[1-(piperidin-4-ylmethyl)pyrazol-4-yl]-1H,4H,4aH,6H-cyclopropa[f]indazole-3-carboxamide hydrochloride